C1(CCCCC1)NC1=C(C=C(C=N1)C1=CC(=C(C(=C1)O)N1CC(NS1(=O)=O)=O)F)C 5-(4-(6-(Cyclohexylamino)-5-methylpyridin-3-yl)-2-fluoro-6-hydroxyphenyl)-1,2,5-thiadiazolidin-3-one-1,1-dioxide